N=S(=O)(C)C iminodimethyl-λ6-sulfanone